4-(4-(2-aminobenzo[d]thiazol-7-yl)phenyl)-N-(2-ethynyl-thiazol-4-yl)piperazine-1-carboxamide NC=1SC2=C(N1)C=CC=C2C2=CC=C(C=C2)N2CCN(CC2)C(=O)NC=2N=C(SC2)C#C